F[C@H]1CN(C[C@H]1NC(C1=C(C=CC(=C1)B1OC(C(O1)(C)C)(C)C)NC)=O)C(=O)OC(C)(C)C tert-butyl (3S,4R)-3-fluoro-4-(2-(methylamino)-5-(4,4,5,5-tetramethyl-1,3,2-dioxaborolan-2-yl)benzamido)pyrrolidine-1-carboxylate